NC(COC1=CC=C(\C=C/2\C(N3C(=NC(=C(C3C3=CC=C(C=C3)Cl)C(=O)OC(C)C)C)S2)=O)C=C1)=O isopropyl (Z)-2-(4-(2-amino-2-oxoethoxy)benzylidene)-5-(4-chlorophenyl)-7-methyl-3-oxo-2,3-dihydro-5H-thiazolo[3,2-a]pyrimidine-6-carboxylate